benzyl (R)-3-(4-chlorophenyl)-3-[(2-methylpropan-2-yl)oxycarbonylamino]-propanoate ClC1=CC=C(C=C1)[C@@H](CC(=O)OCC1=CC=CC=C1)NC(=O)OC(C)(C)C